4-(3-(trifluoromethyl)phenyl)-7-((2-(trimethylsilyl)ethoxy)methyl)-7H-pyrrolo[2,3-d]pyrimidine FC(C=1C=C(C=CC1)C=1C2=C(N=CN1)N(C=C2)COCC[Si](C)(C)C)(F)F